ethyl 2-(4-(benzyloxy)-3-fluorophenyl)-5-methyl-2H-1,2,3-triazole-4-carboxylate C(C1=CC=CC=C1)OC1=C(C=C(C=C1)N1N=C(C(=N1)C(=O)OCC)C)F